C(C1=CC=CC=C1)N1C(=C(C2=C(C(=CC=C12)O)CN1CCCCC1)C(C)=O)C 1-(1-benzyl-5-hydroxy-2-methyl-4-(piperidin-1-ylmethyl)-1H-indol-3-yl)ethan-1-one